1-(3-chloro-2-fluorophenyl)-2-naphthol ClC=1C(=C(C=CC1)C1=C(C=CC2=CC=CC=C12)O)F